6-[[(1E)-2-cyclopropyl-4-(4-fluorophenyl)-3-quinolyl]-ethenyl]-2,2-dimethyl-1,3-dioxane C1(CC1)C1=NC2=CC=CC=C2C(=C1C=CC1CCOC(O1)(C)C)C1=CC=C(C=C1)F